tert-Butyl 4-((methylsulfonyl)oxy)piperidine-1-carboxylate CS(=O)(=O)OC1CCN(CC1)C(=O)OC(C)(C)C